BrC=1C2=C(SC1C(F)(F)P(OCC)(OCC)=O)C=CC(=C2)C(N[C@H](C(F)(F)F)C=2C=NC=CC2)=O |o1:23| (S or R)-diethyl ((3-bromo-5-((2,2,2-trifluoro-1-(pyridin-3-yl)ethyl)carbamoyl)benzo[b]thiophen-2-yl)difluoromethyl)phosphonate